C(C)(=O)OC=C=C(C)C 3-methylbuta-1,2-dien-1-yl acetate